4-(ethyl-(methyl)amino)piperidine C(C)N(C1CCNCC1)C